P(OC1=CC=CC=C1)(OC1=CC=CC=C1)OCCCCCC(C)C Diphenyl isooctyl phosphite